CC1=CC(=C(C=C1)O)\N=N\C1=CC=C(C=C1)C=C (E)-4-methyl-2-((4-vinylphenyl)diazenyl)phenol